O=C1N(CCC(N1)=O)C=1C=C(C(=NC1)F)CN1CCC(CC1)C=1SC2=C(N1)C=C(C(=C2)NC(C2=CN=C(C=C2)C(F)(F)F)=O)C(C)(C)O N-(2-(1-((5-(2,4-dioxotetrahydropyrimidin-1(2H)-yl)-2-fluoropyridin-3-yl)methyl)piperidin-4-yl)-5-(2-hydroxypropan-2-yl)benzo[d]thiazol-6-yl)-6-(trifluoromethyl)nicotinamide